Thioacetic acid ethyl ester C(C)OC(C)=S